Ethyl 4-{[(1S,2R)-2-hydroxy-2,3-dihydro-1H-inden-1-yl]amino}-2-{[3-methyl-4-(methylsulfonyl)phenyl]amino}pyrimidine-5-carboxylate O[C@H]1[C@H](C2=CC=CC=C2C1)NC1=NC(=NC=C1C(=O)OCC)NC1=CC(=C(C=C1)S(=O)(=O)C)C